C1N(CCCC12CN(CCC2)C(CCCN2C[C@@H](CC2)O)=O)C(CCCN2C[C@@H](CC2)O)=O 1,1'-(2,8-diazaspiro[5.5]undecane-2,8-diyl)bis(4-((R)-3-hydroxypyrrolidin-1-yl)butan-1-one)